(3R)-hydroxymethyl-octahydropyrido[1,2-a]pyrazin-4-one OCC1C2N(C(CN1)=O)CCCC2